1-{1-[3-(1-Acetylazetidin-3-yl)-5-chloro-2-methoxy-4-methylphenyl]ethyl}-3-methyl-1H-pyrazolo[3,4-d]pyrimidin-4-amine Trifluoroacetate FC(C(=O)O)(F)F.C(C)(=O)N1CC(C1)C=1C(=C(C=C(C1C)Cl)C(C)N1N=C(C=2C1=NC=NC2N)C)OC